methyl 3-(2-(3-((5-(3-fluorophenyl)pyrimidin-2-yl)amino)benzamido)ethyl)benzoate FC=1C=C(C=CC1)C=1C=NC(=NC1)NC=1C=C(C(=O)NCCC=2C=C(C(=O)OC)C=CC2)C=CC1